ClC=1C(=NN(C1)C(=O)N1CCN(CC1)CC1=CC(=CC=C1)C=1C=NC=NC1)C(=O)O 4-chloro-1-(4-(3-(pyrimidin-5-yl)benzyl)piperazine-1-carbonyl)-1H-pyrazole-3-carboxylic acid